3-(5-methoxy-[1,1'-biphenyl]-2-yl)dibenzo[b,d]-thiophene COC=1C=CC(=C(C1)C1=CC=CC=C1)C=1C=CC2=C(SC3=C2C=CC=C3)C1